(S)-2-Amino-3-hydroxy-N'-((4-oxo-1,4-dihydropyridin-3-yl)methylene)propanehydrazide N[C@H](C(=O)NN=CC1=CNC=CC1=O)CO